tert-butyl (4-bromo-5-chloropyridin-2-yl)carbamate BrC1=CC(=NC=C1Cl)NC(OC(C)(C)C)=O